C(C)(C)(C)OC(=O)N(CCCOC/C=C/C=1C=C2C(=NC1)NC([C@]21CC2=CC=C(C=C2C1)C(=O)OC)=O)C Methyl (S,E)-5'-(3-(3-((tert-butoxycarbonyl)(methyl) amino)propoxy)prop-1-en-1-yl)-2'-oxo-1,1',2',3-tetrahydrospiro[indene-2,3'-pyrrolo[2,3-b]pyridine]-5-carboxylate